methyl((1-((2-(3,5-dichlorophenyl)-6-((6-(4-(3-(methylsulfonyl)butyl) piperazin-1-yl)pyrimidin-5-yl)oxy) pyridin-4-yl)methyl)piperidin-4-yl)methyl)carbamate COC(NCC1CCN(CC1)CC1=CC(=NC(=C1)OC=1C=NC=NC1N1CCN(CC1)CCC(C)S(=O)(=O)C)C1=CC(=CC(=C1)Cl)Cl)=O